C(=O)NCCC[Si](OCC)(OCC)OCC (N-formyl-3-aminopropyl)(triethoxy)silane